OCCOC(=O)C1=CC=C(C=C1)N1C=NC2=C1C=CC(=C2)C(=O)OCCO ethylene glycol 2-(4-hydroxyethoxycarbonyl-phenyl)-1H-benzimidazole-5-carboxylate